C(C)(C)(C)OC(=O)N1[C@H](C[C@H](C1)OC1=NC=CC(=C1)F)C (2S,4R)-4-[(4-fluoro-2-pyridinyl)oxy]-2-methyl-pyrrolidine-1-carboxylic acid tert-butyl ester